S1CN(C=C1)B(O)O thiazole-3-boronic acid